ClC1=NC(=C(C2=C1CC(C2)CNCCC2CN(C(O2)=O)C=2C=CC=1OCC(NC1N2)=O)F)C 6-[5-[2-[(1-Chloro-4-fluoro-3-methyl-6,7-dihydro-5H-cyclopenta[c]pyridin-6-yl)methylamino]ethyl]-2-oxo-1,3-oxazolidin-3-yl]-4H-pyrido[3,2-b][1,4]oxazin-3-one